N1CCC(CC1)C1=NOCC1 (RS)-3-(piperidin-4-yl)-4,5-dihydroisoxazol